6-((4-Methylpiperazin-1-yl)sulfonyl)-3-(phenylethynyl)-5,6,7,8-tetrahydro-1,6-naphthyridine CN1CCN(CC1)S(=O)(=O)N1CC=2C=C(C=NC2CC1)C#CC1=CC=CC=C1